tert-butyl (S)-3-methyl-6-(((trifluoromethyl) sulfonyl)oxy)-3,4-dihydropyridine-1(2H)-carboxylate C[C@@H]1CN(C(=CC1)OS(=O)(=O)C(F)(F)F)C(=O)OC(C)(C)C